C(C)(C)(C)OC(=O)N1C[C@@H](N(CC1)C=1C2=C(N=CN1)N(C=C2N(C)C2CC2)C2=CC(=CC=C2)Cl)C (S)-4-(7-(3-chlorophenyl)-5-(cyclopropyl-(methyl)amino)-7H-pyrrolo[2,3-d]pyrimidin-4-yl)-3-methylpiperazine-1-carboxylic acid tert-butyl ester